C1(CC1)C=1NC2=CC=C(C=C2C1)CNC1=CN=C2C(=N1)N=C(C=C2)N2CCC(CC2)O 1-(3-{[(2-cyclopropyl-1H-indol-5-yl)methyl]amino}pyrido[2,3-b]pyrazin-6-yl)piperidin-4-ol